2,2-Dimethyl-4-pentenoic acid ethyl ester C(C)OC(C(CC=C)(C)C)=O